4-chloro-3-iodo-1-isopropylpyrazolo[3,4-d]pyrimidin-6-amine ClC1=C2C(=NC(=N1)N)N(N=C2I)C(C)C